2,4,6-tri(2-pyridyl)-1,3,5-triazine N1=C(C=CC=C1)C1=NC(=NC(=N1)C1=NC=CC=C1)C1=NC=CC=C1